methyl 8-(benzyloxy)-1,4-dioxaspiro[4.5]dec-ane-6-carboxylate C(C1=CC=CC=C1)OC1CC(C2(OCCO2)CC1)C(=O)OC